trim-toluyl phosphate P(=O)(OC=1C=C(C=CC1)C)(OC=1C=C(C=CC1)C)OC=1C=C(C=CC1)C